benzyl dithiocarbazolate C1(=CC=CC=2C3=CC=CC=C3NC12)C(=S)SCC1=CC=CC=C1